BrC=1C(=C2C(N(C=NC2=CC1)C(C(=O)OCC)C1=NC=CC=C1)=O)F ethyl 2-(6-bromo-5-fluoro-4-oxoquinazolin-3(4H)-yl)-2-(pyridin-2-yl)-acetate